(R)-N-((5-phenyl-1,3,4-thiadiazol-2-yl)methyl)-1-((tetrahydrofuran-2-yl)methyl)-1H-1,2,3-triazole-4-carboxamide C1(=CC=CC=C1)C1=NN=C(S1)CNC(=O)C=1N=NN(C1)C[C@@H]1OCCC1